N-[(1S)-1-[4-({2-chloro-7-[(1S)-1-methoxyethyl]-[1,2,4]triazolo[1,5-a]pyrimidin-6-yl}amino)phenyl]-2,2,2-trifluoroethyl]-N-methylacetamide ClC1=NN2C(N=CC(=C2[C@H](C)OC)NC2=CC=C(C=C2)[C@@H](C(F)(F)F)N(C(C)=O)C)=N1